CC1(CC[C@H](CO1)C(=O)O)C |r| (rac)-6,6-dimethyltetrahydropyran-3-carboxylic acid